C(C)OC=1C=C(C=NC1)C1=C(C=C(C=C1)CN1CCN(CC1)C1=CC=C(N=N1)C(=O)NS(=O)(=O)C1=CC(=C(C=C1)NCCSC1=CC=CC=C1)C(F)(F)F)C 6-[4-[[4-(5-Ethoxypyridin-3-yl)-3-methylphenyl]methyl]piperazin-1-yl]-N-[4-(2-phenylsulfanylethylamino)-3-(trifluoromethyl)phenyl]sulfonylpyridazine-3-carboxamide